hydroxy(5-methyl-2,4,6-trioxohexahydropyrimidin-5-yl)carbamic acid methyl ester COC(N(C1(C(NC(NC1=O)=O)=O)C)O)=O